5-(2-fluorophenyl)-3-((1-methylpiperidin-4-yl)amino)-2,3,4,9-tetrahydro-1H-carbazole-8-carboxamide FC1=C(C=CC=C1)C1=C2C=3CC(CCC3NC2=C(C=C1)C(=O)N)NC1CCN(CC1)C